CN1C(=NN=C1)[C@H](C[C@@H]1COCC1)C=1C=C(C=CC1)N1C(C2=CC(=CC(=C2C1)C(F)(F)F)CNC1(CCC1)C)=O 2-(3-((R)-1-(4-methyl-4H-1,2,4-triazol-3-yl)-2-((S)-tetrahydrofuran-3-yl)ethyl)phenyl)-6-(((1-methylcyclobutyl)amino)methyl)-4-(trifluoromethyl)isoindolin-1-one